C(CC)(=O)OC(C=C)(CCC=C(C)C)C 3,7-dimethyl-1,6-octadien-3-ol 3-propionate